C1(CCCC1)OC=1C=C(C=CC1C)C(C)=O 1-(3-(cyclopentyloxy)-4-methylphenyl)ethan-1-one